(2-(4-((4-fluoro-3-methylphenyl)carbamoyl)-1,3,5-trimethyl-1H-pyrrol-2-yl)-2-oxoacetyl)-D-threonine FC1=C(C=C(C=C1)NC(=O)C=1C(=C(N(C1C)C)C(C(=O)N[C@H]([C@@H](O)C)C(=O)O)=O)C)C